(S)-methyl 2-((S)-2-amino-3-cyclopropylpropanamido)-3-((S)-2-oxopiperidin-3-yl)propanoate N[C@H](C(=O)N[C@H](C(=O)OC)C[C@H]1C(NCCC1)=O)CC1CC1